3-oxo-2-azabicyclo[3.1.0]Hexane-2-carboxylic acid tert-butyl ester C(C)(C)(C)OC(=O)N1C2CC2CC1=O